3-phenyl-1,8-naphthyridin-2-amine C1(=CC=CC=C1)C=1C(=NC2=NC=CC=C2C1)N